C(#N)C1=CC(=C(OCC2=NC=CC(=C2)OC2CCN(CC2)CC2=NC3=C(N2CC2=CN=CN2CC)C=C(C=C3)C(=O)O)C=C1)F 2-{[4-({2-[(4-cyano-2-fluorophenoxy)methyl]pyridin-4-yl}oxy)piperidin-1-yl]methyl}-1-[(1-ethyl-1H-imidazol-5-yl)methyl]-1H-1,3-benzodiazole-6-carboxylic acid